(5-(5-bromo-6-cyanopyridin-2-yl)-3-methylisothiazol-4-yl)methylcyclopentyl (methyl)carbamate CNC(OC1(CCCC1)CC=1C(=NSC1C1=NC(=C(C=C1)Br)C#N)C)=O